tert-Butyl (endo)-5-(8-(2-cyanoethyl)-2-ethyl-6-fluoro-7-(3-(methoxymethoxy)naphthalen-1-yl)-4-(methylthio)-1H-imidazo[4,5-c]quinolin-1-yl)-2-azabicyclo[2.1.1]hexane-2-carboxylate C(#N)CCC1=CC=2C3=C(C(=NC2C(=C1C1=CC(=CC2=CC=CC=C12)OCOC)F)SC)N=C(N3C3C1CN(C3C1)C(=O)OC(C)(C)C)CC